4-sec-butyl-2,6-di-t-butylphenol C(C)(CC)C1=CC(=C(C(=C1)C(C)(C)C)O)C(C)(C)C